4-amino-3-(hydroxymethyl)benzoic acid NC1=C(C=C(C(=O)O)C=C1)CO